(4-fluorophenyl)-1-{6-methyl-4-[(1-methylcyclopropyl)amino]furo[2,3-d]pyrimidine-5-carbonyl}piperidin-4-ol FC1=CC=C(C=C1)C1N(CCC(C1)O)C(=O)C1=C(OC=2N=CN=C(C21)NC2(CC2)C)C